di(n-propyl) carbonate C(OCCC)(OCCC)=O